(2S,4R)-1-((S)-2-(8-(4-benzhydrylpiperazin-1-yl)-8-oxooctanamido)-3,3-dimethylbutanoyl)-4-hydroxy-N-(4-(4-methylthiazol-5-yl)benzyl)pyrrolidine-2-carboxamide C(C1=CC=CC=C1)(C1=CC=CC=C1)N1CCN(CC1)C(CCCCCCC(=O)N[C@H](C(=O)N1[C@@H](C[C@H](C1)O)C(=O)NCC1=CC=C(C=C1)C1=C(N=CS1)C)C(C)(C)C)=O